Methyl 6-(3-bromophenyl)-6-(3-(2-fluoro-5-((6-fluoro-4-(2-oxoethyl)-1-tosyl-1H-indol-5-yl)oxy)phenyl)-1H-pyrazol-1-yl)-2,2-dimethylhexanoate BrC=1C=C(C=CC1)C(CCCC(C(=O)OC)(C)C)N1N=C(C=C1)C1=C(C=CC(=C1)OC=1C(=C2C=CN(C2=CC1F)S(=O)(=O)C1=CC=C(C)C=C1)CC=O)F